C(C)(C)(C)OC(NC1CCN(CC1)C1=CC(=C(C=C1)C)C(NC1(CC1)C1=CC=CC2=CC=CC=C12)=O)=O tert-butyl(1-(4-methyl-3-((1-(naphthalen-1-yl)cyclopropyl)carbamoyl)phenyl) piperidin-4-yl)carbamate